CCCC(CC(CCC)=O)=O.CCCC(CC(CCC)=O)=O.CCCC(CC(CCC)=O)=O.[Fe] iron tris(4,6-nonanedione)